NN1C(=NN=C1CCC=1C=NC=CC1)SCC(=O)NC=1SC2=C(N1)C=CC(=C2)F 2-((4-Amino-5-(2-(pyridine-3-yl)ethyl)-4H-1,2,4-triazol-3-yl)thio)-N-(6-fluorobenzothiazol-2-yl)acetamid